2-[6-(2,5-diazabicyclo[2.2.1]heptan-2-yl)pyridazin-3-yl]-5-(7-fluoro-2-methyl-2H-indazol-5-yl)pyridin-3-ol hydrochloride Cl.C12N(CC(NC1)C2)C2=CC=C(N=N2)C2=NC=C(C=C2O)C2=CC1=CN(N=C1C(=C2)F)C